rac-(3S)-1-[6-[5-(5-chloro-2-fluoro-phenyl)-1H-imidazol-4-yl]-3-quinolyl]-N,N-dimethyl-pyrrolidin-3-amine ClC=1C=CC(=C(C1)C1=C(N=CN1)C=1C=C2C=C(C=NC2=CC1)N1C[C@H](CC1)N(C)C)F |r|